FC1=CC=C(C=C1)C=1N=C2N(CCNC2)C1C=1C=CC=2N(C1)C(=CN2)C(=O)N 6-(2-(4-fluorophenyl)-5,6,7,8-tetrahydro-imidazo[1,2-a]pyrazin-3-yl)imidazo[1,2-a]pyridine-3-carboxamide